2-Amino-1-(3-((4-methoxybenzyl)oxy)-2,6-dimethylphenyl)-5-methyl-6-(piperidin-1-yl)-1H-pyrrolo[2,3-b]pyridine-3-carbonitrile NC1=C(C=2C(=NC(=C(C2)C)N2CCCCC2)N1C1=C(C(=CC=C1C)OCC1=CC=C(C=C1)OC)C)C#N